NC1=NC=NC(=C1OCCN(C(OC(C)(C)C)=O)CCF)Cl Tert-butyl (2-((4-amino-6-chloropyrimidin-5-yl)oxy)ethyl)(2-fluoroethyl)carbamate